(R)-8-(1-((2-(4-((tert-butyldimethylsilyl)oxy)piperidin-1-yl)-4-fluorophenyl)amino)ethyl)-3,6-dimethyl-2-(4-methyltetrahydro-2H-pyran-4-yl)quinazolin-4(3H)-one [Si](C)(C)(C(C)(C)C)OC1CCN(CC1)C1=C(C=CC(=C1)F)N[C@H](C)C=1C=C(C=C2C(N(C(=NC12)C1(CCOCC1)C)C)=O)C